NC1=C2C(=NC=N1)N(N=C2C2=NOC(=C2B(O)O)C2CC2)C2(CC2)C [3-[4-amino-1-(1-methylcyclopropyl)pyrazolo[3,4-d]pyrimidin-3-yl]-5-cyclopropyl-isoxazol-4-yl]boronic acid